4'-nitroacetophenone [N+](=O)([O-])C1=CC=C(C=C1)C(C)=O